Cl.C[C@@]12[C@@H](NCCC1)C1=C(O2)C=C(C=C1)C(F)(F)F |r| Rac-(4aS,9bS)-4a-methyl-7-(trifluoromethyl)-1,2,3,4,4a,9b-hexahydrobenzofuro[3,2-b]pyridine hydrochloride